4,6-dimethylpyrimidine-2-sulfonamide CC1=NC(=NC(=C1)C)S(=O)(=O)N